(3-(6-(1-(difluoromethyl)-1H-pyrazol-4-yl)pyrrolo[2,1-f][1,2,4]triazin-4-yl)-3,8-diazabicyclo[3.2.1]octan-8-yl)((1R,2R)-2-fluorocyclopropyl)methanone FC(N1N=CC(=C1)C=1C=C2C(=NC=NN2C1)N1CC2CCC(C1)N2C(=O)[C@@H]2[C@@H](C2)F)F